3-{4-[6-(hydroxymethyl)-pyridin-3-yl]-2-oxo-2,3-dihydro-1H-1,3-benzodiazol-1-yl}-(endo)-8-azabicyclo[3.2.1]octane-8-carboxylic acid tert-butyl ester C(C)(C)(C)OC(=O)N1C2CC(CC1CC2)N2C(NC1=C2C=CC=C1C=1C=NC(=CC1)CO)=O